5-((3-cyclopropyl-6-(1-((1s,3s)-3-(3,3-dimethylpyrrolidin-1-yl)cyclobutyl)-2-oxospiro[indolin-3,4'-piperidin]-6-yl)-3H-imidazo[4,5-c]pyridin-4-yl)amino)-N,2-dimethylbenzamide C1(CC1)N1C=NC2=C1C(=NC(=C2)C2=CC=C1C(=C2)N(C(C12CCNCC2)=O)C2CC(C2)N2CC(CC2)(C)C)NC=2C=CC(=C(C(=O)NC)C2)C